P(=S)([S-])([O-])[O-].C(C)C1=C(C(=C(C=C1)[NH2+]C1=CC=CC=C1)CC)CC.C(C)C1=C(C(=C(C=C1)[NH2+]C1=CC=CC=C1)CC)CC.C(C)C1=C(C(=C(C=C1)[NH2+]C1=CC=CC=C1)CC)CC triethyldiphenylammonium dithiophosphate